tert-butyl-7-(2,3-dichloro-6-((2-(trimethylsilyl)ethoxy)methoxy)phenyl)-2,7-diazaspiro[3.5]nonane C(C)(C)(C)C1NCC12CCN(CC2)C2=C(C(=CC=C2OCOCC[Si](C)(C)C)Cl)Cl